Tetra-(p-tert.-butylphenyl)-phosphonium diphenyl-phosphat C1(=CC=CC=C1)OP(=O)(OC1=CC=CC=C1)[O-].C(C)(C)(C)C1=CC=C(C=C1)[P+](C1=CC=C(C=C1)C(C)(C)C)(C1=CC=C(C=C1)C(C)(C)C)C1=CC=C(C=C1)C(C)(C)C